COC=1C=C(C=CC1OC)[C@@]12CCN([C@H]2C=C(CC1)OP1(OC(C(O1)C)C)=O)C 2-(((3aS,7aS)-3a-(3,4-dimethoxyphenyl)-1-methyl-2,3,3a,4,5,7a-hexahydro-1H-indol-6-yl)oxy)-4,5-dimethyl-1,3,2-dioxaphospholane 2-oxide